N=1N(N=CC1)C1CCC1 3-(2H-1,2,3-triazol-2-yl)cyclobutane